CNC1=CC=CC=C1C(=O)OC The molecule is a methyl ester resulting from the formal condensation of the carboxy group of N-methylanthranilic acid with methanol. It has a role as a fungal metabolite, a plant metabolite and an animal metabolite. It is a benzoate ester, a methyl ester, a secondary amino compound and a substituted aniline. It derives from a N-methylanthranilic acid.